C(C)N1N=CC2=C1N=C(N(C2=O)C)N2CC1(CN(C1)C=1C=NC(=NC1)C(F)(F)F)CC2 1-ethyl-5-methyl-6-(2-(2-(trifluoromethyl)pyrimidin-5-yl)-2,6-diazaspiro[3.4]octan-6-yl)-1,5-dihydro-4H-pyrazolo[3,4-d]pyrimidin-4-one